N-(4-(2-(3-fluoro-4-methoxyphenyl)propyl)-6-(((R)-1-hydroxy-4-methylpent-2-yl)amino)-1,3,5-triazin-2-yl)methanesulfonamide FC=1C=C(C=CC1OC)C(CC1=NC(=NC(=N1)N[C@@H](CO)CC(C)C)NS(=O)(=O)C)C